C(C)(=O)N1CC2(CN(C2)CC=2C=CC(=NC2)C(=O)NC2=C(C(=CC=C2)C2=C(C(=NC=C2)C2=CC(=C(C=C2)CN2CC3(C2)CN(C3)C(C)=O)OC)Cl)Cl)C1 5-((6-Acetyl-2,6-diazaspiro[3.3]heptan-2-yl)methyl)-N-(3-(2-(4-((6-acetyl-2,6-diazaspiro[3.3]heptan-2-yl)methyl)-3-methoxyphenyl)-3-chloropyridin-4-yl)-2-chlorophenyl)picolinamide